tert-butyl (3R)-3-(2-methylpyrazol-3-yl)oxypiperidine-1-carboxylate CN1N=CC=C1O[C@H]1CN(CCC1)C(=O)OC(C)(C)C